C(C)N1CCN(CC1)C1=NC=2N(C(=N1)NCCC1=NN=C(N1)C1=CC=CC=C1)N=CC2C(C)C 2-(4-ethylpiperazin-1-yl)-N-[(5-phenyl-4H-1,2,4-triazol-3-yl)ethyl]-8-(propan-2-yl)pyrazolo[1,5-a][1,3,5]triazin-4-amine